C(CCCCCCCCCCCCCCCCC)NCCCC(=O)NCC(=O)O (4-stearylaminobutyryl)glycine